1,3-bis(4-chlorophenyl)propane-1,3-dione ClC1=CC=C(C=C1)C(CC(=O)C1=CC=C(C=C1)Cl)=O